C(C)(C)OC(=O)[C@@H]1C[C@H](CCC1)OC1=CC=C(C=C1)C1=C(C(=NO1)C)C(=O)OC(C)(C)C Tert-Butyl 5-(4-(((1S,3S)-3-(isopropoxycarbonyl)cyclohexyl)oxy)phenyl)-3-methyl-isoxazole-4-carboxylate